FC1=CC=C(C=C1)C1=CC(=CC=2C=C(OC21)CNC(\C=C\C=2C=NC(=CC2)N)=O)C2=CC=C(C(=O)O)C=C2 4-[7-(4-fluorophenyl)-2-({[(2E)-3-(6-aminopyridin-3-yl)-1-oxoprop-2-enyl]amino}methyl)-1-benzofuran-5-yl]benzoic acid